NC1=NC=2C(=CC=CC2C=2N1C=C(N2)C(=O)N2CC1=CC=C(C=C1CC2)NC(C)=O)F N-(2-(5-amino-7-fluoroimidazo[1,2-c]quinazoline-2-carbonyl)-1,2,3,4-tetrahydroisoquinolin-6-yl)acetamide